FC=1C=C(C=CC1)C=1C=C(C=NC1OC1=CC=C(C=C1)C(F)(F)F)C(=O)NCC(C)(C)O 5-(3-fluorophenyl)-N-(2-hydroxy-2-methylpropyl)-6-[4-(trifluoromethyl)phenoxy]pyridine-3-carboxamide